ethyl (z)-octadec-9-enoate C(CCCCCCC\C=C/CCCCCCCC)(=O)OCC